bis{3,4,6-trichloro-2-[(2-phenylpropoxy)carbonyl] phenyl}oxalate ClC=1C(=C(C(=CC1Cl)Cl)OC(C(=O)OC1=C(C(=C(C=C1Cl)Cl)Cl)C(=O)OCC(C)C1=CC=CC=C1)=O)C(=O)OCC(C)C1=CC=CC=C1